C(N)(=S)C1(CCN(CC1)C(=O)OC(C)(C)C)NS(=O)(=O)C1=CC=C(C=C1)OC(F)(F)F tert-butyl 4-carbamothioyl-4-[[4-(trifluoromethoxy)phenyl] sulfonylamino]piperidine-1-carboxylate